N1=C(C=NC=C1)C(=O)NC1=NOC2=C1C=CC=C2 3-(pyrazine-2-carboxamido)benzo[d]isoxazole